CN(C)CC1CN(CCC1(O)C=1C=C(C(=O)N)C=CC1)CCC1=CC=CC=C1 anti-3-[3-[(Dimethylamino)methyl]-4-hydroxy-1-(2-phenylethyl)piperidin-4-yl]benzamid